4-Hydroxy-(3',4'-dihydroxyphenyl)valeric acid OC(CC(C(=O)O)C1=CC(=C(C=C1)O)O)C